N-((R)-1-(4-(ethylsulfonyl)phenyl)-2-ureidoethyl)nicotinamide C(C)S(=O)(=O)C1=CC=C(C=C1)[C@H](CNC(=O)N)NC(C1=CN=CC=C1)=O